1-(4-((R*)-1-(2-methyl-1H-imidazol-1-yl)ethyl)phenyl)-3-(((S)-tetrahydrofuran-3-yl)methyl)urea CC=1N(C=CN1)[C@H](C)C1=CC=C(C=C1)NC(=O)NC[C@H]1COCC1 |o1:6|